4-amino-7-fluoro-N-methyl-N-((3S)-6-(2-propanesulfonyl)-2,3-dihydro-1-benzofuran-3-yl)-1,3-dihydrofuro[3,4-c]quinoline-8-carboxamide NC1=NC=2C=C(C(=CC2C2=C1COC2)C(=O)N([C@@H]2COC1=C2C=CC(=C1)S(=O)(=O)C(C)C)C)F